F[C@@H]1[C@@H](C1)N (1r,2s)-2-fluorocyclopropan-1-amine